4-fluorobenzoic acid [(2S)-3-(3-ethyl-4-oxo-spiro[6,8-dihydro-5H-pyrazolo[4,3-c]azepin-7,4'-tetrahydropyran]-1-yl)-2-methyl-propyl] ester C(C)C1=NN(C2=C1C(NCC1(CCOCC1)C2)=O)C[C@@H](COC(C2=CC=C(C=C2)F)=O)C